1-Chloro-11H-pyrido[3,4-a]carbazole ClC1=NC=CC=2C1=C1NC3=CC=CC=C3C1=CC2